6-(7-Boc-6,8-dihydro-5H-1,7-naphthyridin-2-yl)-1-(3-chlorophenyl)-7-oxo-4,5-dihydropyrazolo[3,4-c]pyridine-3-carboxylic acid C(=O)(OC(C)(C)C)N1CCC=2C=CC(=NC2C1)N1C(C2=C(CC1)C(=NN2C2=CC(=CC=C2)Cl)C(=O)O)=O